tri-tert-butyl (5R,12S,16S)-5-[(5-chloro-1-benzothiophen-3-yl)methyl]-3,6,14-trioxo-1-phenyl-2-oxa-4,7,13,15-tetraazaoctadecane-12,16,18-tricarboxylate ClC=1C=CC2=C(C(=CS2)C[C@@H](NC(OCC2=CC=CC=C2)=O)C(NCCCC[C@H](NC(N[C@@H](CCC(=O)OC(C)(C)C)C(=O)OC(C)(C)C)=O)C(=O)OC(C)(C)C)=O)C1